3-chloro-N-(4-methyl-3-(7-(methylamino)-1,6-naphthyridin-3-yl)phenyl)-4-(trifluoromethyl)picolinamide ClC=1C(=NC=CC1C(F)(F)F)C(=O)NC1=CC(=C(C=C1)C)C=1C=NC2=CC(=NC=C2C1)NC